N-(amino(6,7-dihydro-5H-pyrazolo[5,1-b][1,3]oxazin-3-yl)(oxo)-λ6-sulfaneylidene)-1,2,3,5,6,7-hexahydro-s-indacene-4-carboxamide NS(=NC(=O)C=1C=2CCCC2C=C2CCCC12)(=O)C=1C=NN2C1OCCC2